FC=1C=C(C=C2COC(C12)=O)N1C(N(C(C1(C)C)=O)C1=CC(=C(C#N)C=C1)C(F)(F)F)=S 4-(3-(7-fluoro-1-oxo-1,3-dihydroisobenzofuran-5-yl)-4,4-dimethyl-5-oxo-2-thioxoimidazolidin-1-yl)-2-(trifluoromethyl)benzonitrile